ClC1=CC(=CC(=C1)\C=C\C1=CC=C(C=C1)OC)C(F)F (E)-1-chloro-3-(difluoromethyl)-5-(4-methoxy-styryl)benzene